C(C)(=O)O.N1C(C=NC2=CC=CC=C12)=O (2-quinoxalinone) acetate